(R)-N-(5-(difluoromethyl)-2-(methylcarbamoyl)phenyl)-3-(3-fluoro-4-methylphenyl)-3-(1,2,4-thiadiazol-5-yl)pyrrolidine-1-carboxamide FC(C=1C=CC(=C(C1)NC(=O)N1C[C@](CC1)(C1=NC=NS1)C1=CC(=C(C=C1)C)F)C(NC)=O)F